C(=C/C)/CC(O)(C)C(C)(C)O ((Z)-1-propenyl)-pinacol